ClC=1C(=C(C(=NC1C)N[C@H](C(=O)N(C)C1=CC=C(C=C1)F)CC(=O)N)C#N)C (S)-2-(5-chloro-3-cyano-4,6-dimethylpyridin-2-ylamino)-N1-(4-fluoro-phenyl)-N1-methylsuccinamide